C(O)C(CC)(CO)CO tri-methylolpropane